[F-].[F-].C(C)[SiH](CC)[Zr+2](C1C(=CC2=CC=CC=C12)CC)C1C(=CC2=CC=CC=C12)CC diethylsilyl-bis(ethylindenyl)zirconium difluoride